FC(OC1=CC=C(C=C1)[C@@H](C(C)C)N1C[C@@H](N(C[C@H]1CC)C=1C=2N=C(N(C2N2C(N1)=NN=C2)C[C@H]2OCCC2)C)C)F 4-((2S,5R)-4-((R)-1-(4-(difluoromethoxy)phenyl)-2-methylpropyl)-5-ethyl-2-methylpiperazin-1-yl)-2-methyl-1-(((S)-tetrahydrofuran-2-yl)methyl)-1H-[1,2,4]triazolo[3,4-b]purine